4-(5-(benzyloxy)pentoxy)-2-chloropyridine C(C1=CC=CC=C1)OCCCCCOC1=CC(=NC=C1)Cl